6-((2,5,8,11,14-pentaoxahexadecan-15-yl)oxy)-5'-methyl-4-pentyl-2'-(prop-1-en-2-yl)-[1,1'-biphenyl]-2-ol COCCOCCOCCOCCOC(C)OC=1C=C(C=C(C1C1=C(C=CC(=C1)C)C(=C)C)O)CCCCC